tert-butyl (S)-5-amino-2-((tert-butoxycarbonyl)amino)pentanoate NCCC[C@@H](C(=O)OC(C)(C)C)NC(=O)OC(C)(C)C